[Si](C1=CC=CC=C1)(C1=CC=CC=C1)(C(C)(C)C)OCC[C@@H](C)O (2R)-4-[(tert-butyldiphenylsilyl)oxy]butan-2-ol